CC(C[C@H](NC(=O)C1CC(=NO1)C1=CC(=CC=C1)C1=NC=CC=C1)B(O)O)C ((1R)-3-methyl-1-(3-(3-(pyridin-2-yl)phenyl)-4,5-dihydroisoxazole-5-carboxamido)butyl)boronic acid